C1(CCC1)OC(=O)C1=C(C2=C(N(C(N(C2=O)CC(=O)O)=O)CCC2=CC=CC=C2)S1)C 2-[6-(cyclobutoxycarbonyl)-5-methyl-2,4-dioxo-1-(2-phenylethyl)-1H,2H,3H,4H-thieno[2,3-d]pyrimidin-3-yl]acetic acid